4-[(2-bromophenyl)amino]-2-({6-methoxy-2-[1-(trifluoromethyl)cyclobutane-1-carbonyl]-1,2,3,4-tetrahydroisoquinolin-7-yl}amino)pyrimidine-5-carboxamide BrC1=C(C=CC=C1)NC1=NC(=NC=C1C(=O)N)NC1=C(C=C2CCN(CC2=C1)C(=O)C1(CCC1)C(F)(F)F)OC